COC(CC)C1=CC=CC(=N1)CN1N=NC(=C1)C1=CC(=NC(=N1)NC(COC1=CC=CC=C1)=O)C=1C=C(C#N)C=CC1 m-[6-(1-{[6-(1-methoxypropyl)-2-pyridinyl]methyl}-1H-1,2,3-triazol-4-yl)-2-(2-phenoxyacetylamino)-4-pyrimidinyl]benzonitrile